2-[(R)-4-(4,5-dimethyl-6-pyridin-4-ylmethyl-pyridazin-3-yl)-2-methyl-3,4,5,6-tetrahydro-2H-[1,2']bipyrazinyl-5'-yl]-propan-2-ol CC1=C(N=NC(=C1C)CC1=CC=NC=C1)N1C[C@H](N(CC1)C1=NC=C(N=C1)C(C)(C)O)C